C1(=CC=CC2=CC=CC=C12)N1C(C(=CC=C1C(F)(F)F)C(=O)O)=O 1-(naphthalen-1-yl)-2-oxo-6-(trifluoromethyl)-1,2-dihydropyridine-3-carboxylic acid